bis(4-bromo-1-methylindolin-5-yl)methane BrC1=C2CCN(C2=CC=C1CC=1C(=C2CCN(C2=CC1)C)Br)C